N(=[N+]=[N-])C=1C(=CC(=C(C(=O)N(C)OC)C1)Br)N1CCC(CC1)CC=C 5-azido-2-bromo-N-methoxy-N-methyl-4-[4-(prop-2-en-1-yl)piperidin-1-yl]benzamide